tert-butyl 6-(4-(2-(1-(6,7-dihydro-5H-pyrrolo[1,2-c]imidazol-1-yl)-2-oxo-2-(thiazol-2-ylamino) ethyl)-7-fluoro-3-oxoisoindolin-5-yl) phenyl)-2,6-diazaspiro[3.3]heptane-2-carboxylate C1(=C2N(C=N1)CCC2)C(C(NC=2SC=CN2)=O)N2CC1=C(C=C(C=C1C2=O)C2=CC=C(C=C2)N2CC1(CN(C1)C(=O)OC(C)(C)C)C2)F